CN1N=C(C(=C1[N+](=O)[O-])O)C 1,3-Dimethyl-5-nitro-1H-pyrazol-4-ol